CC=1NC=2CCCCC2C(C1C1=CC=C(OC2=CC=C(C(=O)O)C=C2)C=C1)=O 4-(4-(2-methyl-4-oxo-1,4,5,6,7,8-hexahydroquinolin-3-yl)phenoxy)benzoic acid